tert-butyldicarbonate C(C)(C)(C)OC(=O)OC(=O)[O-]